CC=1N=C2N(N=C(C(=C2C)C)N2CC=3C=C(C=NC3CC2)C2=CC(=NC=C2)C)C(C1)=O 2,8,9-trimethyl-7-(3-(2-methylpyridin-4-yl)-7,8-dihydro-1,6-naphthyridin-6(5H)-yl)-4H-pyrimido[1,2-b]pyridazin-4-one